3-(3-nitro-1H-pyrazol-1-yl)benzoic acid [N+](=O)([O-])C1=NN(C=C1)C=1C=C(C(=O)O)C=CC1